[C@H]12OC[C@H](N(C1)C1CCN(CC1)C1=C(C=C(C(=C1)OC)NC1=NC=NC(=C1)N1OCC[C@]1(C1=CC=CC=C1)C)NC(C=C)=O)C2 N-(2-(4-((1R,4R)-2-oxa-5-azabicyclo[2.2.1]heptane-5-yl)piperidine-1-yl)-4-methoxy-5-((6-((S)-3-methyl-3-phenylisoxazolidine-2-yl)pyrimidine-4-yl)amino)phenyl)acrylamide